3,5-dihydroxychroman-7-yl-ammonium sulfate S(=O)(=O)([O-])[O-].OC1COC2=CC(=CC(=C2C1)O)[NH3+].OC1COC2=CC(=CC(=C2C1)O)[NH3+]